dilauroyl-cystine C(CCCCCCCCCCC)(=O)[C@](CSSC[C@@](C(=O)O)(N)C(CCCCCCCCCCC)=O)(C(=O)O)N